(2R)-N-((R)-(3-chloro-2,4-difluorophenyl)(5-chloro-6-(trifluoromethyl)pyridin-3-yl)methyl)-2-methyl-3-oxopiperazine-1-carboxamide ClC=1C(=C(C=CC1F)[C@H](NC(=O)N1[C@@H](C(NCC1)=O)C)C=1C=NC(=C(C1)Cl)C(F)(F)F)F